6-chloro-2-(chloromethyl)-1-methyl-1H-1,3-benzimidazole ClC=1C=CC2=C(N(C(=N2)CCl)C)C1